3,5-di-tert-butyl-2-(methoxymethoxy)-2'-(2-methyl-1H-inden-1-yl)biphenyl C(C)(C)(C)C=1C(=C(C=C(C1)C(C)(C)C)C1=C(C=CC=C1)C1C(=CC2=CC=CC=C12)C)OCOC